N-(2-chloro-6-methylphenyl)-2-{[4-(4-methylpiperazin-1-yl)phenyl]amino}-4-{[2-(prop-2-enamido)-5-(propan-2-yl)phenyl]amino}pyrimidine-5-carboxamide ClC1=C(C(=CC=C1)C)NC(=O)C=1C(=NC(=NC1)NC1=CC=C(C=C1)N1CCN(CC1)C)NC1=C(C=CC(=C1)C(C)C)NC(C=C)=O